3-((1-((6-acetyl-2-methoxypyridin-3-yl)methyl)-6-oxo-4-(1,1,2,2-tetrafluoroethyl)-1,6-dihydropyrimidin-5-yl)oxy)-5-(difluoromethyl)-2-methylbenzonitrile C(C)(=O)C1=CC=C(C(=N1)OC)CN1C=NC(=C(C1=O)OC=1C(=C(C#N)C=C(C1)C(F)F)C)C(C(F)F)(F)F